CC1=CC=C(C=C1)S(=O)(=O)NN=CC1=C(C=C(C=C1)C(F)(F)F)C1=C(C=CC=C1)C#N 4-trifluoromethyl-2-(2-cyanophenyl)benzaldehyde p-toluenesulfonylhydrazone